CC1(OCCO1)C1=CC=C(C=C1)C1(CCOCC1)O 4-(4-(2-methyl-1,3-dioxolan-2-yl)phenyl)tetrahydro-2H-pyran-4-ol